(S)-N-(4-methyl-3-(4,4,5,5-tetramethyl-1,3,2-dioxaborolan-2-yl)phenyl)-3-(2,2,2-trifluoroethyl)pyrrolidine-1-carboxamide CC1=C(C=C(C=C1)NC(=O)N1C[C@@H](CC1)CC(F)(F)F)B1OC(C(O1)(C)C)(C)C